CNCC(C(C(C(CO)O)O)O)O 6-methylamino-1,2,3,4,5-hexanepentaol